C1(=CC=CC=C1)S(=O)(=O)C[C@H](O)C1=CC(=CC=C1)OC |r| racemic-2-benzenesulfonyl-1-(3-methoxyphenyl)ethanol